5-bromo-3-methyl-4-nitro-1-tetrahydropyran-2-yl-indazole BrC=1C(=C2C(=NN(C2=CC1)C1OCCCC1)C)[N+](=O)[O-]